C1CCC2=C(C=3CCCC3C=C12)NC(=O)N=[S@@](=O)(N)C=1C=NN2C1OC[C@](C2)(NC)C (S,6S)-N'-((1,2,3,5,6,7-hexahydro-s-indacen-4-yl)carbamoyl)-6-methyl-6-(methylamino)-6,7-dihydro-5H-pyrazolo[5,1-b][1,3]oxazine-3-sulfonimidamide